6-methyl-5-[3-(1-methyl-1H-imidazol-2-yl)pyrrolidine-1-carbonyl]-N-(1-methylcyclopropyl)furo[2,3-d]pyrimidin-4-amine CC1=C(C2=C(N=CN=C2NC2(CC2)C)O1)C(=O)N1CC(CC1)C=1N(C=CN1)C